(6-(Cyclobutylcarbamoyl)pyridin-3-yl)piperazine-1-carboxylic acid tert-butyl ester C(C)(C)(C)OC(=O)N1C(CNCC1)C=1C=NC(=CC1)C(NC1CCC1)=O